C12(CC3CC(CC(C1)C3)C2)NC2=C(C#N)C=C(C=C2)[C@H]2N([C@H](CC3=CC(=CC=C23)OC)CCCC)C(C#C[Si](C)(C)C)=O 2-(((3S,5S,7S)-adamantan-1-yl)amino)-5-((1R,3S)-3-butyl-6-methoxy-2-(3-(trimethylsilyl)propioloyl)-1,2,3,4-tetrahydroisoquinolin-1-yl)benzonitrile